CC1=C(C=CC=C1C)C1CCN(CC1)C(CN1N=C(C2=C1C[C@H]1[C@@H]2C1)C(=O)N1CCN(CC1)C(CO)=O)=O 1-[4-(2,3-dimethylphenyl)piperidin-1-yl]-2-{(3bS,4aS)-3-[4-(hydroxyacetyl)piperazine-1-carbonyl]-3b,4,4a,5-tetrahydro-1H-cyclopropa[3,4]cyclopenta[1,2-c]pyrazol-1-yl}ethan-1-one